7-(2-(3-chloro-4-(6-(1-methylcyclopropoxy)-9-((4-methylpyridin-2-yl)methyl)-9H-purin-8-yl)phenoxy)ethyl)-5,6,7,8-tetrahydro-[1,2,4]triazolo[4,3-a]pyrazine ClC=1C=C(OCCN2CC=3N(CC2)C=NN3)C=CC1C=1N(C3=NC=NC(=C3N1)OC1(CC1)C)CC1=NC=CC(=C1)C